C1(CCCCC1)NC1=C(C(=C2C(C(=CN(C2=C1)C(CC)CC)C(=O)O)=O)C)F 7-(cyclohexylamino)-6-fluoro-5-methyl-4-oxo-1-(pentan-3-yl)-1,4-dihydroquinoline-3-carboxylic acid